(R)-2-amino-N-((S)-1-((5-cyano-2-hydroxybenzyl)amino)-1-oxopropan-2-yl)-4-phenylbutyramide trifluoroacetate salt FC(C(=O)O)(F)F.N[C@@H](C(=O)N[C@H](C(=O)NCC1=C(C=CC(=C1)C#N)O)C)CCC1=CC=CC=C1